FC(C=1C(=C(C=CC1)[C@@H](C)NC1=CN=NC2=CC=C(C=C12)N1CCC(CC1)N(C)C)F)F (R)-N-(1-(3-(difluoromethyl)-2-fluorophenyl)ethyl)-6-(4-(dimethylamino)piperidin-1-yl)cinnolin-4-amine